chloro-methyl-pyridine zinc [Zn].ClC=1C(=NC=CC1)C